CP(=O)(C)C=1C=CC(=NC1)C#CC1=C2C=C(N=CC2=C(N=C1)NC)C1(CC1)C(=O)N (5-((5-(dimethylphosphoryl)pyridin-2-yl)ethynyl)-8-(methylamino)-2,7-naphthyridin-3-yl)cyclopropanecarboxamide